C(C=C)(=O)N1CCC(CC1)(C(=O)NC1=CC=C(C=C1)C1=CC2=C(N=CN=C2N2CCOCC2)N1)N 1-acryloyl-4-amino-N-(4-(4-morpholino-7H-pyrrolo[2,3-d]pyrimidin-6-yl)phenyl)piperidine-4-carboxamide